BrC1=CC2=C(C=C(O2)CBr)C(=C1)Cl 6-bromo-2-(bromomethyl)-4-chlorobenzofuran